1-(4-(6-chloro-2-(3-(dimethyl-amino)-2-hydroxy-propoxy)-8-fluoro-7-(5-methyl-1H-indazol-4-yl)quinazolin-4-yl)piperazin-1-yl)prop-2-en-1-one ClC=1C=C2C(=NC(=NC2=C(C1C1=C2C=NNC2=CC=C1C)F)OCC(CN(C)C)O)N1CCN(CC1)C(C=C)=O